2,N-bis(phenyl)benzotriazole C1(=CC=CC=C1)N1NC2=C(N1C1=CC=CC=C1)C=CC=C2